methyl-2-fluoro-L-phenylalanine CN[C@@H](CC1=C(C=CC=C1)F)C(=O)O